(R)-N-(1-(3,4-dichlorophenyl)-4,5-dihydro-1H-pyrazol-3-yl)morpholine-2-carboxamide ClC=1C=C(C=CC1Cl)N1N=C(CC1)NC(=O)[C@H]1CNCCO1